BisaminoEther NON